ClC=1C=CC(=C(C1)C1=CC2=C(OCCN2C2=CC(=NC=C2)NC(CCN2CCN(CC2)CCNS(=O)(=O)C)=O)C=N1)F N-{4-[7-(5-chloro-2-fluorophenyl)-1H,2H,3H-pyrido[3,4-b][1,4]oxazin-1-yl]pyridin-2-yl}-3-[4-(2-methanesulfonamidoethyl)piperazin-1-yl]propanamide